CCCCCCCCCCCCCCCCCCC(=O)OC[C@H](COP(=O)(O)OC[C@H](CO)O)OC(=O)CCCCCCC/C=C\CCCCCC 1-nonadecanoyl-2-(9Z-hexadecenoyl)-glycero-3-phospho-(1'-sn-glycerol)